2,3-dibromobenzylamine BrC1=C(CN)C=CC=C1Br